FC1=C2CN(CC2=CC(=C1)F)C(=O)NC1=CC=C(C=C1)C1CCN(CC1)C(CC(C)(C)O)=O 4,6-difluoro-N-(4-(1-(3-hydroxy-3-methylbutanoyl)piperidin-4-yl)phenyl)isoindoline-2-carboxamide